C1OC2(C=3C=NC=CC31)CCCCC2 spiro[cyclohexane-1,3'-furo[3,4-c]pyridin]